(4-[6-chloro-9-(2,2,2-trifluoroethyl)-9H-pyrido[3,4-b]indol-8-yl]pyrazol-1-yl)ethanol ClC=1C=C2C3=C(N(C2=C(C1)C=1C=NN(C1)C(C)O)CC(F)(F)F)C=NC=C3